FC1=C(OCC2(CC2)C#N)C=CC(=C1)C1=NC(=NC=C1C)NC=1C=NN(C1)C1CCOCC1 1-((2-fluoro-4-(5-methyl-2-((1-(tetrahydro-2H-pyran-4-yl)-1H-pyrazol-4-yl)amino)pyrimidin-4-yl)phenoxy)methyl)cyclopropane-carbonitrile